[6-(2-methylpyrazol-3-yl)pyrimidin-4-yl]piperidine-4-carboxylic acid methyl ester COC(=O)C1CCN(CC1)C1=NC=NC(=C1)C=1N(N=CC1)C